8-bromo-N-methyl-[1,2,4]Triazolo[4,3-a]Quinazoline BrC1=CC=C2C=NC=3N(C2=C1)CN(N3)C